(R)-N-(1-hydroxypropan-2-yl)-4-methoxy-2-(4-(trifluoromethyl)phenyl)quinazoline-7-carboxamide OC[C@@H](C)NC(=O)C1=CC=C2C(=NC(=NC2=C1)C1=CC=C(C=C1)C(F)(F)F)OC